3-(5-(((1S,2R)-2-(((cis-3-methoxycyclobutyl)methyl)amino)cyclohexyl)oxy)-1-oxoisoindolin-2-yl)piperidine-2,6-dione CO[C@H]1C[C@H](C1)CN[C@H]1[C@H](CCCC1)OC=1C=C2CN(C(C2=CC1)=O)C1C(NC(CC1)=O)=O